Imidazole-1-sulfonyl azide tetrafluoroborate F[B-](F)(F)F.N1(C=NC=C1)S(=O)(=O)N=[N+]=[N-]